benzyl (2S)-2-[(2-{4-[({(2S)-1-[(benzyloxy) carbonyl]pyrrolidin-2-yl}carbonyl)amino] phenyl}-1H-pyrrolo[3,2-b]pyridin-5-yl) carbamoyl]pyrrolidine-1-carboxylate C(C1=CC=CC=C1)OC(=O)N1[C@@H](CCC1)C(=O)NC1=CC=C(C=C1)C1=CC2=NC(=CC=C2N1)NC(=O)[C@H]1N(CCC1)C(=O)OCC1=CC=CC=C1